tert-butyl (2R,4R)-2-(((S)-1-(((3-amino-1H-pyrazol-5-yl)methyl)amino)-1-oxopropan-2-yl)carbamoyl)-4-phenylpyrrolidine-1-carboxylate NC1=NNC(=C1)CNC([C@H](C)NC(=O)[C@@H]1N(C[C@H](C1)C1=CC=CC=C1)C(=O)OC(C)(C)C)=O